4-amino-1,1,1-trichloro-5-hydroxy-pent-3-en-2-one Methyl-4-amino-5-hydroxy-2-oxo-pent-3-enoate COC(C(C=C(CO)N)=O)=O.NC(=CC(C(Cl)(Cl)Cl)=O)CO